C(CCCC)C=1C(=C(C=CC1)B(O)O)C1CCCCC1 pentylcyclohexylbenzeneboronic acid